5-chloro-1'-[2-({7-oxo-8-[(cis)-3-hydroxy-3-(2H3)methylcyclobutyl]-5,6,7,8-tetrahydro-1,8-naphthyridin-3-yl}oxy)ethyl]-1,2-dihydrospiro[indole-3,4'-piperidin]-2-one ClC=1C=C2C(=CC1)NC(C21CCN(CC1)CCOC=1C=NC=2N(C(CCC2C1)=O)C1CC(C1)(C([2H])([2H])[2H])O)=O